FC1=C(C=CC=C1)C1=C2N(C(=NC1=O)NC1CC(C1)O)C=CC(=C2)C(F)(F)F 4-(2-Fluorophenyl)-1-(((1S,3R)-3-hydroxycyclobutyl)amino)-6-(trifluoromethyl)-3H-pyrido[1,2-c]pyrimidin-3-one